C12CCCC(CCC1)P2 9-phosphabicyclo(3.3.1)nonane